Tert-butyl (S)-(8-(4-((1-(3-fluoropropyl) pyrrolidin-3-yl) oxy) phenyl)-7-(4-hydroxyphenyl)-5,6-dihydronaphthalen-2-yl) carbonate C(OC(C)(C)C)(OC1=CC=2C(=C(CCC2C=C1)C1=CC=C(C=C1)O)C1=CC=C(C=C1)O[C@@H]1CN(CC1)CCCF)=O